FC1=C(C=CC=C1)C1=CC=C(C=C1)CCCC(=O)NC1=CC2=C(NC(N2C)=O)C=C1 4-(2'-fluoro-[1,1'-biphenyl]-4-yl)-N-(3-methyl-2-oxo-2,3-dihydro-1H-benzo[d]imidazol-5-yl)butanamide